The molecule is an oxo dicarboxylic acid that is 2-ketosuccinic acid (oxalacetic acid) in which the 3-pro-S hydrogen is substituted by an isopropyl group. It derives from a succinic acid. It is a conjugate acid of a (2S)-2-isopropyl-3-oxosuccinate(2-). CC(C)[C@@H](C(=O)C(=O)O)C(=O)O